Cl.C(N)(OC[C@H](C)OC1=C(C=C(C=C1)F)[C@@H](C)N)=O ((S)-2-(2-((R)-1-aminoethyl)-4-fluorophenoxy) propyl) carbamate hydrochloride